methyl 2-bromo-4-(1-ethoxy-2-methyl-1-oxopropan-2-yl)-5-nitrobenzoate BrC1=C(C(=O)OC)C=C(C(=C1)C(C(=O)OCC)(C)C)[N+](=O)[O-]